pyrrolo[2,1-f][1,2,4]triazine-5,6-dicarbonitrile N=1N2C(C=NC1)=C(C(=C2)C#N)C#N